NC=1C(=C(C=CC1)S(=O)(=O)N=CN(C)C)C=1C=NN(C1)C(F)F amino-2-[1-(difluoromethyl)-1H-pyrazol-4-yl]-N-[(dimethylamino)methylene]-benzenesulfonamide